(dibenzothiophenyl)(naphthobenzofuranyl)anthracene C1(=CC=CC=2SC3=C(C21)C=CC=C3)C3=C(C2=CC1=CC=CC=C1C=C2C=C3)C3=COC=2C3=CC=C3C2C=CC2=CC=CC=C23